methylenebis(methyl)naphthalenesulfonic acid sodium salt [Na+].C=C1C(C(=C(C2=CC=CC=C12)S(=O)(=O)[O-])C)C